NC1=C(C=C2N=CC=NC2=C1C1=C(C(=CC=C1C)O)C)C(=O)N (P)-7-Amino-8-(3-hydroxy-2,6-dimethylphenyl)quinoxaline-6-carboxamide